C(#N)C1=C(C=CC(=C1)C)S(=O)(=O)N1[C@@H](CCC1)C(=O)OC(C)(C)C tert-Butyl ((2-cyano-4-methylphenyl)sulfonyl)-L-prolinate